(R)-glycidic acid butyrate C(CCC)(=O)O.C([C@H]1CO1)(=O)O